2-hydroxypropyl(3-ethyl-3-oxetanyl-methyl)ether OC(COCC1(COC1)CC)C